ClC1=C(NC2=CC=C(C(=C12)Cl)F)C(=O)N1CCN(CC1)C([C@@H]1NCCC1)=O (R)-(3,4-dichloro-5-fluoro-1H-indol-2-yl)(4-prolylpiperazin-1-yl)methanone